diphenylsulfonyl-propylamine C1(=CC=CC=C1)S(=O)(=O)N(CCC)S(=O)(=O)C1=CC=CC=C1